8-Bromo-7-methyl-6-nitro-isochroman BrC=1C(=C(C=C2CCOCC12)[N+](=O)[O-])C